1-piperidylacetaldehyde N1(CCCCC1)CC=O